(4-ethylphenyl)sulfonyl-4-(4-hydroxy-4-(3-methoxyphenyl)piperidin-1-yl)quinoline-6-carboxylate C(C)C1=CC=C(C=C1)S(=O)(=O)C1=NC2=CC=C(C=C2C(=C1)N1CCC(CC1)(C1=CC(=CC=C1)OC)O)C(=O)[O-]